C1(CCCCC1)CN1CCC2(C(C2)CNC2=C(C(=C(N=N2)C2=CC=C(C=C2)NC(C)=O)C)C)CC1 N-[4-[6-[[6-(cyclohexylmethyl)-6-azaspiro[2.5]octan-2-yl]methylamino]-4,5-dimethyl-pyridazin-3-yl]phenyl]acetamide